(S)-2'-((4-methyl-5-(4-(2-oxopyrrolidin-1-yl)phenyl)pyridin-2-yl)amino)-6a',7'-dihydro-6'H,9'H-spiro[cyclopropane-1,8'-pyrido[2,3-b]pyrrolo[1,2-d][1,4]oxazin]-9'-one CC1=CC(=NC=C1C1=CC=C(C=C1)N1C(CCC1)=O)NC1=CC2=C(OC[C@H]3N2C(C2(C3)CC2)=O)N=C1